BrCNCCC1=CC(O)=C(O)C=C1 bromomethyl-dopamine